N-[(trimethylsilyl)methyl]benzyl-amine C[Si](C)(C)CNCC1=CC=CC=C1